5-(4-methoxyphenyl)-2-methyl-[1,2,4]triazolo[1,5-c]pyrimidin-7-amine COC1=CC=C(C=C1)C1=NC(=CC=2N1N=C(N2)C)N